3-(((5-amino-1,3,4-thiadiazol-2-yl)oxy)methyl)thietane 1,1-dioxide NC1=NN=C(S1)OCC1CS(C1)(=O)=O